COC1=C(\C=C/2\C(N(C(S2)=O)CC(=O)NC2=CC=C3C(=CC(OC3=C2)=O)C)=O)C=CC=C1 (Z)-2-(5-(2-methoxybenzylidene)-2,4-dioxothiazolidin-3-yl)-N-(4-methyl-2-oxo-2H-chromen-7-yl)acetamide